2-[6-amino-5-[8-[2-[3-[(1s,5r)-6-(hydroxymethyl)-3-azabicyclo[3.1.0]hex-3-yl]prop-1-ynyl]-4-pyridinyl]-3,8-diazabicyclo[3.2.1]oct-3-yl]pyridazin-3-yl]phenol NC1=C(C=C(N=N1)C1=C(C=CC=C1)O)N1CC2CCC(C1)N2C2=CC(=NC=C2)C#CCN2C[C@@H]1C([C@@H]1C2)CO